FC(OC1=CC=2C(C=3N(C2C=C1)C(C1=C(N3)N=CC=C1)=O)=NNC(N)=S)(F)F 2-(9-(Trifluoromethoxy)-5-oxopyrido[2',3':4,5]pyrimido[1,2-a]indol-11(5H)-yliden)hydrazin-1-carbothioamid